C(C)(C)(C)S(=O)(=O)C=1C(=CC=2N(C1)C=CN2)OC2CN(CC2)CCO 2-(3-((6-(tert-butylsulfonyl)imidazo[1,2-a]pyridin-7-yl)oxy)pyrrolidin-1-yl)ethan-1-ol